butyl N-[(5-amino-1H-benzimidazol-2-yl)methyl]-N-methyl-carbamate NC1=CC2=C(NC(=N2)CN(C(OCCCC)=O)C)C=C1